5-bromo-N-[(2,4-dimethoxyphenyl)methyl]Isoquinolin-1-amine BrC1=C2C=CN=C(C2=CC=C1)NCC1=C(C=C(C=C1)OC)OC